C(C1=CC=CC=C1)OC=1C(=C(C=C(C1)OC)[C@H]1[C@@H](C1)C(=O)O)C1OCCO1 trans-2-[3-(benzyloxy)-2-(1,3-dioxolan-2-yl)-5-methoxyphenyl]cyclopropane-1-carboxylic acid